BrC=1C=C(C=CC1OC)N1N=C(C(C1=O)C(=O)NC1=CC(=CC=C1)C(CC)(F)F)C 1-(3-bromo-4-methoxyphenyl)-N-(3-(1,1-difluoropropyl)phenyl)-3-methyl-5-oxo-4,5-dihydro-1H-pyrazole-4-carboxamide